ClC1=CC(=C(C=C1)C1=NC(=NC2=C1N=C(N(C2=O)C)C)N2CC(OCC2)C=2C=NNC2)F 8-(4-chloro-2-fluoro-phenyl)-2,3-dimethyl-6-[2-(1H-pyrazol-4-yl)morpholino]pyrimido[5,4-d]pyrimidin-4-one